S(C#N)CCC[Si](OCC)(OCC)OCC 3-Thiocyanatopropyltriethoxysilane